C1(=CC=C(C=C1)N=C=O)N=C=O p-phenylenediisocyanate